4-(1-(2,2-difluoroethyl)-1H-pyrazol-4-yl)-2-(((1R,3S)-3-(6-morpholino-3H-imidazo[4,5-b]pyridin-3-yl)cyclohexyl)amino)pyrimidine-5-carbonitrile FC(CN1N=CC(=C1)C1=NC(=NC=C1C#N)N[C@H]1C[C@H](CCC1)N1C=NC=2C1=NC=C(C2)N2CCOCC2)F